N1=CCCCCCNCCC1 1,8-Diazacycloundecene